I.O1N=CNC1=O 1,2,4-oxadiazol-5(4H)-one hydroiodide